(R)-3-((1R,2S)-2-isopropyl-2-phenylcyclopropane-1-carbonyl)-4-phenyloxazolidin-2-one C(C)(C)[C@@]1([C@@H](C1)C(=O)N1C(OC[C@H]1C1=CC=CC=C1)=O)C1=CC=CC=C1